C1(CC1)C1=CC(=NN1)NC([C@H](C(C)C)C=1C=C(C=CC1)C=1C=CC(=NC1)NC(\C=C\CN1CCOCC1)=O)=O (R)-(E)-N-(5-(3-(1-((5-cyclopropyl-1H-pyrazol-3-yl)amino)-3-methyl-1-oxobutan-2-yl)phenyl)pyridin-2-yl)-4-morpholinobut-2-enamide